7-(2-fluoro-6-hydroxyphenyl)pyrido[2,3-d]pyrimidin-2(1H)-one FC1=C(C(=CC=C1)O)C=1C=CC2=C(NC(N=C2)=O)N1